C(C)(C)(C)C1=CC=C(C=C1)[C@H](C)O (S)-1-(4'-tert-butylphenyl)ethanol